(5-chloro-2-thienyl)propan-1-ol ClC1=CC=C(S1)C(CC)O